COC=1C=C(C=C(C1)O[C@@H]1COCC1)O (S)-3-methoxy-5-((tetrahydrofuran-3-yl)oxy)phenol